Keto-dioxinone O=C1C(OC=CO1)=O